(2R,6R)-4-((R)-1-(4-ethyl-3-fluoropyridin-2-yl)-3-methoxypropyl)-1-isobutyryl-6-methyl-N-(4-(pyrimidin-2-yl)benzyl)piperazine-2-carboxamide C(C)C1=C(C(=NC=C1)[C@@H](CCOC)N1C[C@@H](N([C@@H](C1)C)C(C(C)C)=O)C(=O)NCC1=CC=C(C=C1)C1=NC=CC=N1)F